ClC=1N=C(C2=C(N1)N(C=C2)C2CCNCC2)N2C(N(C(CC2)=O)COCC[Si](C)(C)C)=O 1-(2-Chloro-7-(piperidin-4-yl)-7H-pyrrolo[2,3-d]pyrimidin-4-yl)-3-((2-(trimethylsilyl)ethoxy)methyl)dihydropyrimidine-2,4(1H,3H)-dione